ClC=1C(=C2C(=NC1C)CN(C2)C(=O)[C@H]2CN(CC2)C=2C=NC=C(C2)C(F)F)C (3-Chloro-2,4-dimethyl-5,7-dihydropyrrolo[3,4-b]pyridin-6-yl)-[(3R)-1-[5-(difluoromethyl)-3-pyridyl]pyrrolidin-3-yl]methanon